4-Chloro-5-cyanopyridin ClC1=CC=NC=C1C#N